methyl 3-{[(1S)-1-([2,3'-bipyridyl]-5'-yl) ethyl] amino}-4-methylbenzoate N1=C(C=CC=C1)C=1C=NC=C(C1)[C@H](C)NC=1C=C(C(=O)OC)C=CC1C